C(C)(C)(C)C=1C=C(N(N1)C=1C=CC(=NC1)C)NC(=O)NC1=CC=C(C2=CC=CC=C12)OCCC1=CC=NC=C1 1-[5-tert-butyl-2-(2-methylpyridin-5-yl)-2H-pyrazol-3-yl]-3-[4-(2-pyridin-4-yl-ethoxy)naphthalen-1-yl]-urea